C(C)P(O)(=O)C(CCCC)C ethyl-(1-methylpentyl)phosphinic acid